(4aR,8aS)-4a-Methyl-1-methylene-7-(propan-2-ylidene)decahydronaphthalene C[C@@]12CCCC([C@@H]2CC(CC1)=C(C)C)=C